NC1=NC=CC=C1C1=NC=2C(=NC(=CC2)C2=CC=CC=C2)N1C1=CC=C(CN2C[C@H](CC2)N(C=2C(C(C2OC)=O)=O)C)C=C1 (S)-3-((1-(4-(2-(2-Aminopyridin-3-yl)-5-phenyl-3H-imidazo[4,5-b]pyridin-3-yl)benzyl)pyrrolidin-3-yl)(methyl)amino)-4-methoxycyclobut-3-ene-1,2-dione